FC(C(=O)OI(OC(C(F)(F)F)=O)C1=CC=CC=C1)(F)F (bis(trifluoroacetoxy)iodo)benzene